BrC1=CC=C(C=C1)N1CCC2(CN(C2)C2=C(C=C(C(=O)O)C=C2)Cl)CC1 4-[7-(4-bromophenyl)-2,7-diazaspiro[3.5]nonan-2-yl]-3-chloro-benzoic acid